4',5,7-tribenzyloxyisoflavone C(C1=CC=CC=C1)OC1=CC=C(C2=COC3=CC(=CC(=C3C2=O)OCC2=CC=CC=C2)OCC2=CC=CC=C2)C=C1